CC=1OC2=C(C1C(=O)O)C=C(C=C2)N2CCN(CC2)C2=CC=CC=C2 2-methyl-5-(4-phenylpiperazin-1-yl)benzofuran-3-carboxylic acid